6-(4-fluoro-2-methylphenyl)-2-(4-fluorophenoxymethyl)imidazo[1,2-a]pyrimidine FC1=CC(=C(C=C1)C=1C=NC=2N(C1)C=C(N2)COC2=CC=C(C=C2)F)C